C(C(C)C)(=O)OC1=CC=C2C=CN(C2=C1)CCN(CCC)CC (2-(ethyl(propyl)amino)ethyl)-1H-indol-6-yl isobutyrate